N4-butyl-5-chloro-N2-(2-methoxy-4-(morpholinosulfonyl)phenyl)-7H-pyrrolo[2,3-d]pyrimidine-2,4-diamine C(CCC)NC=1C2=C(N=C(N1)NC1=C(C=C(C=C1)S(=O)(=O)N1CCOCC1)OC)NC=C2Cl